3-chloro-5,6-dibromopyridazine ClC=1N=NC(=C(C1)Br)Br